N-[(S)-1-(3,4-Difluoro-phenyl)-ethyl]-2-({5-[4-(3-hydroxy-3-methyl-azetidin-1-yl)-quinazolin-6-yl]-thiophen-2-ylmethyl}-amino)-nicotinamide FC=1C=C(C=CC1F)[C@H](C)NC(C1=C(N=CC=C1)NCC=1SC(=CC1)C=1C=C2C(=NC=NC2=CC1)N1CC(C1)(C)O)=O